C1(CC1)SC(CSSCC(C)SC1CC1)C bis(β-cyclopropylthiopropyl) disulfide